aminoethylfluorine NCCF